tert-Butyl (S)-(1-(2-amino-5-(1-(tetrahydro-2H-pyran-4-yl)-1H-pyrazol-4-yl)pyridin-4-yl)piperidin-3-yl)carbamate NC1=NC=C(C(=C1)N1C[C@H](CCC1)NC(OC(C)(C)C)=O)C=1C=NN(C1)C1CCOCC1